ClCC=1C(=C2COC(C2=CC1)=O)C 5-(chloromethyl)-4-methylisobenzofuran-1(3H)-one